5-[3-(cyclohexyloxy)propyl]-1,3-thiazole-4-carboxylic acid C1(CCCCC1)OCCCC1=C(N=CS1)C(=O)O